C(O)([O-])=O.[NH4+] ammonium hydrogen carbonate